C(C(C)C)[O-] Isobutanolat